ClC=1N=C(C2=C(N1)C(=C(N=C2)Cl)F)N2CC1(CCC(C2)N1C(=O)OC(C)(C)C)COC([2H])([2H])[2H] tert-butyl 3-(2,7-dichloro-8-fluoropyrido[4,3-d]pyrimidin-4-yl)-1-((methoxy-d3) methyl)-3,8-diazabicyclo[3.2.1]octane-8-carboxylate